propane-1,3-diylbis(2-acetyl-5-oxo-2-(3-oxopentyl) heptanoate) C(CCC(C(C(=O)[O-])(C(C)=O)CCC(CC)=O)CC(CC)=O)C(C(C(=O)[O-])(CCC(CC)=O)C(C)=O)CC(CC)=O